(S)-6-chloro-4-((4-methoxy-5-(2,2,2-trifluoro-1-hydroxyethyl)pyrazolo[1,5-a]pyridin-3-yl)amino)-N-(methyl-d3)nicotinamide ClC1=NC=C(C(=O)NC([2H])([2H])[2H])C(=C1)NC=1C=NN2C1C(=C(C=C2)[C@@H](C(F)(F)F)O)OC